O[C@H](CNC(C)C1=CNC(C2=CC=CC=C12)=O)C 4-(1-(((S)-2-hydroxypropyl)amino)ethyl)isoquinolin-1(2H)-one